tert-Butyl 4-(1-(1-(5-(3-chloro-2-fluoro-6-(4-(trifluoromethyl)-1H-1,2,3-triazol-1-yl)phenyl)pyridin-2-yl)-3-(difluoromethoxy)propyl)-1H-pyrazol-4-yl)-2-fluorobenzoate ClC=1C(=C(C(=CC1)N1N=NC(=C1)C(F)(F)F)C=1C=CC(=NC1)C(CCOC(F)F)N1N=CC(=C1)C1=CC(=C(C(=O)OC(C)(C)C)C=C1)F)F